NC1=C(C=CC(=C1)F)C1=NC=C(C(=N1)Cl)C(=O)NC=1C=NC(=C(C1)Cl)N1N=CC=N1 2-(2-amino-4-fluorophenyl)-4-chloro-N-(5-chloro-6-(2H-1,2,3-triazol-2-yl)pyridin-3-yl)pyrimidine-5-carboxamide